N-hydroxy-4-((coumarin-4-yl)oxy)butanamide ONC(CCCOC1=CC(OC2=CC=CC=C12)=O)=O